C(=O)=[Co] carbonylcobalt (0)